(R)-3-(methoxymethyl)pyrrolidine hydrochloride Cl.COC[C@H]1CNCC1